FC(C(=O)NCCNC(OC(C)(C)C)=O)(C(F)(F)F)F tert-Butyl (2-(2,2,3,3,3-pentafluoropropanamido)ethyl)carbamate